2-(10-bromodecyl)guanidine BrCCCCCCCCCCN=C(N)N